C(C=C)C1(OC(C(C(C1)O)NC(=O)OC(C)(C)C)[C@@H]([C@@H](CNC(C1=CC(=C(C(=C1)C)O)C)=O)O)O)C(=O)[O-] 2-allyl-5-((tert-butoxycarbonyl)amino)-6-((1R,2R)-1,2-dihydroxy-3-(4-hydroxy-3,5-dimethylbenzamido)propyl)-4-hydroxytetrahydro-2H-pyran-2-carboxylate